CCCCCCC=CCCCCCCCCCCCCCCCCC 7-Pentacosene